aminylthiourea NNC(=S)N